(biphenylyl)[(phenyl)(dimethylfluorenyl)triazinylphenyl]dibenzothiophene C1(=C(C=CC=C1)C1=C(C2=C(SC3=C2C=CC=C3)C=C1)C1=C(C(=C(C=C1)C1=CC=CC=C1)C1=C(C(=CC=3C2=CC=CC=C2CC13)C)C)C1=NN=NC=C1)C1=CC=CC=C1